C1N(CCC2=CC=CC=C12)C[C@H](CN1C(C2=CC=C(C=C2CC1)N1COCC1)=O)O 2-[(2R)-3-(3,4-Dihydro-1H-isochinolin-2-yl)-2-hydroxy-propyl]-6-oxazolidin-3-yl-3,4-dihydroisochinolin-1-on